Cl.Cl.C1NCC2=CC(=CC=C12)N1N=C(C=2C=NC=3C=CC(=CC3C21)OC)C2=CC(=C(C=C2)OC)OC 1-(2,3-dihydro-1H-isoindol-5-yl)-3-(3,4-dimethoxyphenyl)-8-methoxy-1H-pyrazolo[4,3-c]quinoline dihydrochloride